2-(Methacryloyloxy)ethyl ferrocenecarboxylate [C-]1(C=CC=C1)C(=O)OCCOC(C(=C)C)=O.[CH-]1C=CC=C1.[Fe+2]